methyltris[(cyclopent-1-en-1-yl)oxy]silane C[Si](OC1=CCCC1)(OC1=CCCC1)OC1=CCCC1